BrC1=CC=C(C(=N1)F)COC1=CC=CC(=N1)C1=CC(=C(C=C1F)CC=1N(C2=C(N1)C=CC(=C2)C(=O)OC)C[C@H]2OCC2)F Methyl 2-[[4-[6-[(6-bromo-2-fluoro-3-pyridyl)methoxy]-2-pyridyl]-2,5-difluorophenyl]methyl]-3-[[(2S)-oxetan-2-yl]methyl]benzimidazole-5-carboxylate